CC1=CC=2N(C3=CC(=CC=C3C2C=C1)C)C1=C(C#N)C(=C(C(=C1N1C2=CC(=CC=C2C=2C=CC(=CC12)C)C)C1=NC(=CC=C1)C)N1C2=CC(=CC=C2C=2C=CC(=CC12)C)C)N1C2=CC(=CC=C2C=2C=CC(=CC12)C)C 2,3,5,6-tetrakis(2,7-dimethyl-9H-carbazol-9-yl)-4-(6-methylpyridin-2-yl)benzonitrile